C(CCCCCCCCCCC)N(CCN(CCN1C2CN(C(C1)C2)C(CN(CCCCCCCCC)CCCCCCCCC)=O)CCCCCCCCCCCC)CCCCCCCCCCCC 2-((2-(Didodecylamino)ethyl)(dodecyl)amino)-1-(5-(dinonylglycyl)-2,5-diazabicyclo[2.2.1]heptan-2-yl)ethan